N1CCCC12CN(CC2)C=2C1=C(N=CN2)N(C=C1)COCC[Si](C)(C)C 4-(1,7-diazaspiro[4.4]nonan-7-yl)-7-((2-(trimethylsilyl)ethoxy)methyl)-7H-pyrrolo[2,3-d]pyrimidine